3-(6-Chloro-3-((1-(3-ethyl-7-methyl-4-(methyl-d3)-5-oxo-4,5-dihydro-3H-pyrazolo[3,4-c]isoquinolin-9-yl)ethyl)amino)pyridin-2-yl)-1,2,4-oxadiazol-5(4H)-one ClC1=CC=C(C(=N1)C1=NOC(N1)=O)NC(C)C=1C=2C3=C(N(C(C2C=C(C1)C)=O)C([2H])([2H])[2H])N(N=C3)CC